(S)-4-(1-(1-methyl-3-((3-(trifluoromethyl)phenyl)amino)-1H-indole-2-carboxamido)ethyl)Benzoic acid CN1C(=C(C2=CC=CC=C12)NC1=CC(=CC=C1)C(F)(F)F)C(=O)N[C@@H](C)C1=CC=C(C(=O)O)C=C1